trityl-L-histidine methyl ester COC([C@@H](NC(C1=CC=CC=C1)(C1=CC=CC=C1)C1=CC=CC=C1)CC1=CNC=N1)=O